C1(=CC=CC=C1)C1=CC=C(C=C1)C#CCN(C(O)=S)C1=CC=CC=C1 (3-(4-phenylphenyl)prop-2-yn-1-yl)(phenyl)thiocarbamic acid